2,2'-ethylenedipyridine C(CC1=NC=CC=C1)C1=NC=CC=C1